1-propyl-2-methylimidazole chlorine salt [Cl].C(CC)N1C(=NC=C1)C